2-{3-[(1E)-2-[4-(benzyloxy)phenyl]diazen-1-yl]-4-methoxyphenyl}-1,3-benzoxazole C(C1=CC=CC=C1)OC1=CC=C(C=C1)/N=N/C=1C=C(C=CC1OC)C=1OC2=C(N1)C=CC=C2